C1(=CC=CC=C1)C1=NC(=CC2=CC=CC=C12)[Ir+]C=1N=C(C2=CC=CC=C2C1)C1=CC=CC=C1 bis-(1-phenylisoquinolyl)iridium(III)